CCOC(=O)/C=C/N(C)C ethyl 3-(N,N-dimethylamino)acrylate